Tristyrylphenol Potassium Phosphate P(=O)([O-])([O-])[O-].[K+].C(=CC1=CC=CC=C1)C1=C(C(=C(C=C1)O)C=CC1=CC=CC=C1)C=CC1=CC=CC=C1.[K+].[K+]